BrC=1C=C(C(N2C1C(N(CC2)CCCSC)=O)=O)C(=O)NCC2=CC=C(C=C2)Cl 9-bromo-N-(4-chlorobenzyl)-2-(3-(methylthio)propyl)-1,6-dioxo-1,3,4,6-tetrahydro-2H-pyrido[1,2-a]pyrazine-7-carboxamide